C(#N)C1(CC1)C1=CC=C(C=C1)N(C1=C(C=CC(=C1)C=1C(=NOC1C)C)C)CCC1N(CCNC1)C(=O)[O-] 2-(((4-(1-cyanocyclopropyl)phenyl)(5-(3,5-dimethylisoxazol-4-yl)-2-methylphenyl)amino)ethyl)piperazine-1-carboxylat